4-(benzofuran-3-yl)pyrimidine-5-carboxylic acid isopropyl ester C(C)(C)OC(=O)C=1C(=NC=NC1)C1=COC2=C1C=CC=C2